C(C=C)C1=C(C=CC2=CC=CC=C12)OCC1OC1 2-(((1-(2-propen-1-yl)-2-naphthalenyl)oxy)methyl)oxirane